OC1=CC=C(C=C1)CN1CCC(CC1)CCNC(=O)C=1C=NC=2N(C1C)N=C(C2)C2=CC=CC=C2 N-(2-{1-[(4-hydroxyphenyl)methyl]piperidin-4-yl}ethyl)-7-methyl-2-phenylpyrazolo[1,5-a]pyrimidine-6-carboxamide